[Cl-].[Cl-].C[Si](=[Hf+2](C1=C(C=C2SC(C(=C21)C2=CC=CC=C2)C)C)C2=C(C=C1SC(C(=C12)C1=CC=CC=C1)C)C)C racemic-dimethylsilylenebis(2,5-dimethyl-3-phenyl-cyclopenta[b]thienyl)hafnium dichloride